Calcium montanate C(CCCCCCCCCCCCCCCCCCCCCCCCCCC)(=O)[O-].[Ca+2].C(CCCCCCCCCCCCCCCCCCCCCCCCCCC)(=O)[O-]